N-(4-Methyl-3-(6-(2-oxopropoxy)benzo[b]thiophene-2-carboxamido)phenyl)-2,3-dihydrobenzo[b][1,4]dioxine-6-carboxamide CC1=C(C=C(C=C1)NC(=O)C1=CC2=C(OCCO2)C=C1)NC(=O)C1=CC2=C(S1)C=C(C=C2)OCC(C)=O